5-(benzyloxy)-2-(difluoromethyl)-N-[2-(dimethylamino)ethyl]-1-benzothiophene-3-carboxamide C(C1=CC=CC=C1)OC=1C=CC2=C(C(=C(S2)C(F)F)C(=O)NCCN(C)C)C1